N1C(=NC2=C1C=CC=C2)C(CN(C(OC(C)(C)C)=O)CCC=2OC1=C(C(=NC=C1)NCC1=NC=CC=C1F)N2)C tert-butyl (2-(1H-benzo[d]imidazol-2-yl)propyl)(2-(4-(((3-fluoropyridin-2-yl)methyl)amino)oxazolo[4,5-c]pyridin-2-yl)ethyl)carbamate